COC(C1=CC(=C(C(=C1)OCCOC)[N+](=O)[O-])F)=O 3-fluoro-5-(2-methoxyethoxy)-4-nitro-benzoic acid methyl ester